6-((Benzyl(2-methoxyethyl)amino)methyl)-N4-(3-methoxyphenyl)pyrimidine-2,4-diamine C(C1=CC=CC=C1)N(CCOC)CC1=CC(=NC(=N1)N)NC1=CC(=CC=C1)OC